Indol-1-ylamide N1(C=CC2=CC=CC=C12)[NH-]